BrCCCCCC(=O)OC\C=C/CCCCCC (z)-non-2-en-1-yl 6-bromohexanoate